C(C)OCCOC1=CC=C(C=N1)C=O 6-(2-ethoxyethoxy)-3-pyridinecarboxaldehyde